oxylpyrrolidine-1-carboxylate OC1N(CCC1)C(=O)[O-]